C(C)(C)(C)C=1C=C(C=C(C1O)C(C)(C)C)CC(=O)O 3,5-di-tert-butyl-4-hydroxyphenylacetic acid